[Ti+4].FC(=C1C2=C(C=3CC(=CC3C3=C1C=CC=C3)C[Si](=O)N(C(C)(C)C)C)C=CC=C2)F (8-difluoromethylene-1,8-dihydrodibenzo[e,h]azulen-2-yl)-N-(1,1-dimethylethyl)dimethylsilanamide titanium (IV)